neooctene C=CCCC(C)(C)C